FC1=NC=C(C(=C1Cl)F)Cl 2,4-difluoro-3,5-dichloropyridine